CC\1(NCC/C1=C\C=1C(=C(C(=CC1)O)N1CC(NS1(=O)=O)=O)F)C (E)-5-(3-((2,2-dimethylpyrrolidin-3-ylidene)methyl)-2-fluoro-6-hydroxyphenyl)-1,2,5-thiadiazolidin-3-one 1,1-dioxide